3-oxa-9-azabicyclo[3.3.1]nonane C12COCC(CCC1)N2